1-(3-Chlorophenyl)-3-(5-(2-(dimethylamino)pyrimidin-4-yl)-4-methylthiazol-2-yl)urea ClC=1C=C(C=CC1)NC(=O)NC=1SC(=C(N1)C)C1=NC(=NC=C1)N(C)C